BrC=1C=C(C=CC1)NC(N)=S N'-(3-bromophenyl)thiourea